2-phenylpropanoic acid ethyl ester C(C)OC(C(C)C1=CC=CC=C1)=O